CS(=O)(=O)C1=CC(=C(C(=O)NC2=CC(=CC=C2)N2CCOCC2)C=C1)N1CCC2(CC2)CC1 4-(methylsulfonyl)-N-(3-morpholinophenyl)-2-(6-azaspiro[2.5]octan-6-yl)benzamide